imidazobenzothiazole S1CN=C2C1=C1C(C=C2)=NC=N1